BrC1=NC(=C(C=C1NC(CN1N=C(C=C1C)C(F)(F)F)=O)F)N1N=C(N=C1)[C@H]1NCC(C1)(F)F (S)-N-(2-bromo-6-(3-(4,4-difluoropyrrolidin-2-yl)-1H-1,2,4-triazol-1-yl)-5-fluoropyridin-3-yl)-2-(5-methyl-3-(trifluoromethyl)-1H-pyrazol-1-yl)acetamide